6-(7-Tosyl-7H-pyrrolo[2,3-d]pyrimidin-4-yl)-1,6-diazaspiro[3.5]nonane-1-carboxylic acid tertiary Butyl ester C(C)(C)(C)OC(=O)N1CCC12CN(CCC2)C=2C1=C(N=CN2)N(C=C1)S(=O)(=O)C1=CC=C(C)C=C1